C(C)C1(C=CC=2N3[C@@H](COCC2N1)CN(CC3)C(=O)OC(C)(C)C)C(=O)[O-] 3-(tert-Butyl) 9-ethyl-(R)-1,2,4a,5-tetrahydro-7H-pyrazino[2,1-c]pyrido[3,2-e][1,4]oxazepine-3,9(4H)-dicarboxylate